(2S)-2-{[(E)-{5-[3-amino-2,6-dioxo-4-(trifluoromethyl)-3,6-dihydropyrimidin-1(2H)-yl]-2-chloro-4-fluorobenzylidene}amino]oxy}propanoic acid NN1C(N(C(C=C1C(F)(F)F)=O)C=1C(=CC(=C(\C=N\O[C@H](C(=O)O)C)C1)Cl)F)=O